6-dimethylaminomethyl-7-methyl-5-oxo-8-phenyl-2,3-dihydro-5H-[1,3]thiazolo[3,2-a]pyridine-3-carboxylic acid, lithium salt [Li+].CN(C)CC1=C(C(=C2N(C1=O)C(CS2)C(=O)[O-])C2=CC=CC=C2)C